NC=1C(=C(CN2CCN(CC2)C(=O)OC(C)(C)C)C=CC1)F tert-butyl 4-(3-amino-2-fluorobenzyl)piperazine-1-carboxylate